CN(C(=O)NC1=NC=NC(=C1)C(F)(F)F)C1CC2(CN(C2)C(=O)C=2C3=C(N=CN2)C=CS3)C1 1-methyl-1-(2-(thieno[3,2-d]pyrimidine-4-carbonyl)-2-azaspiro[3.3]heptan-6-yl)-3-(6-(trifluoromethyl)pyrimidin-4-yl)urea